6-((4,6-dimethyl-2-oxo-1,2-dihydropyridin-3-yl)methyl)-2-(trans-4-(dimethylamino)cyclohexyl)-2,4-dimethyl-9-(pyrimidin-5-yl)-7,8-dihydro-[1,3]dioxolo[4,5-g]isoquinolin-5(6H)-one CC1=C(C(NC(=C1)C)=O)CN1C(C=2C(=C3C(=C(C2CC1)C=1C=NC=NC1)OC(O3)(C)[C@@H]3CC[C@H](CC3)N(C)C)C)=O